C12=CC=C(N1)C=C1C=CC(=N1)C=C1C=CC(N1)=CC=1C=CC(N1)=C2.[PH4+] PHOSPHONIUM PORPHYRIN